BrC1(OCCC1)C bromo-2-methyltetrahydrofuran